1-((1-acryloylpiperidin-4-yl)methyl)-7-chloro-4-(2-isopropyl-4-methylpyridin-3-yl)-6-(5-methyl-1H-indazol-4-yl)-1,4-dihydropyridine C(C=C)(=O)N1CCC(CC1)CN1C=CC(C=C1C1=C2C=NNC2=C(C=C1C)Cl)C=1C(=NC=CC1C)C(C)C